NC=1C2=C(N=CN1)SC=C2C=2NC1=CC(=CC=C1C2)C(=O)NC 2-{4-Aminothieno[2,3-d]pyrimidin-5-yl}-N-methyl-1H-indole-6-carboxamide